2,2-difluoro-5-oxopentanoic acid FC(C(=O)O)(CCC=O)F